ClC=1C=C(C(=C(C#N)C1)C)CCN1CC(C(C1)C)COC1=CC=C(C=C1)S(=O)(=O)C 5-chloro-3-(2-{3-[(4-methylsulfonylphenoxy)methyl]-4-methylpyrrolidin-1-yl}ethyl)-2-methylbenzonitrile